8-(furan-3-yl)-1-(4-methoxybenzyl)-4-(5-methyloxazol-2-yl)-1,3-dihydro-2H-benzo[b]azepin-2-one O1C=C(C=C1)C=1C=CC2=C(N(C(CC(=C2)C=2OC(=CN2)C)=O)CC2=CC=C(C=C2)OC)C1